6-(1-(3-(1H-1,2,3-triazol-1-yl)propanoyl)-1,2,5,6-tetrahydropyridin-3-yl)-4-(4-ethylpyridin-3-yl)-7-fluoro-1H-indole-2-carboxylic acid N1(N=NC=C1)CCC(=O)N1CC(=CCC1)C1=CC(=C2C=C(NC2=C1F)C(=O)O)C=1C=NC=CC1CC